5-Methyloxazole-4-carboximidamide hydrochloride Cl.CC1=C(N=CO1)C(N)=N